(6-(4-chloro-1H-1,2,3-triazol-1-yl)-2-fluoro-3-methoxyphenyl)methanol ClC=1N=NN(C1)C1=CC=C(C(=C1CO)F)OC